tert-butyl 3-(4-(2,4-dioxotetrahydropyrimidin-1(2H)-yl)-1H-pyrazol-1-yl)propanoate O=C1N(CCC(N1)=O)C=1C=NN(C1)CCC(=O)OC(C)(C)C